C(C)[C@H]1[C@H](NC(C1(F)F)=O)COC=1N=CC=C2C=C(C=3N(C12)N=CN3)C(=O)N 9-(((2S,3S)-3-ethyl-4,4-difluoro-5-oxopyrrolidin-2-yl)methoxy)-[1,2,4]triazolo[1,5-a][1,7]naphthyridine-4-carboxamide